sodium 1-pentanyl-sulfonate C(CCCC)S(=O)(=O)[O-].[Na+]